nonyl 8-((7,7-bis(((Z)-oct-5-en-1-yl)oxy)heptyl)(2-hydroxyethyl)amino)octanoate C(CCC\C=C/CC)OC(CCCCCCN(CCCCCCCC(=O)OCCCCCCCCC)CCO)OCCCC\C=C/CC